2-((6-(2-chloro-3-(3'-chloro-6-methoxy-5-((7-oxo-2,6-diazaspiro[3.4]octan-2-yl)methyl)-[2,4'-bipyridin]-2'-yl)phenyl)-2-methoxypyridin-3-yl)methyl)-2,6-diazaspiro[3.4]octan-7-one ClC1=C(C=CC=C1C1=NC=CC(=C1Cl)C1=NC(=C(C=C1)CN1CC2(C1)CNC(C2)=O)OC)C2=CC=C(C(=N2)OC)CN2CC1(C2)CNC(C1)=O